ClC1=CC=C(C=C1)SC1=NC(=C2C(=N1)N(N=C2)C2=CC=CC=C2)NC(=O)C=2SC(=CC2)[N+](=O)[O-] N-(6-((4-chlorophenyl)thio)-1-phenyl-1H-pyrazolo[3,4-d]pyrimidin-4-yl)-5-nitrothiophene-2-carboxamide